C(C)(C)(C)S(=O)NC(CC1=C(C(=O)OCC)C=CC(=N1)OC)CCC1=CC=C(C=C1)OC ethyl 2-(2-((tert-butylsulfinyl) amino)-4-(4-methoxyphenyl) butyl)-6-methoxynicotinate